N1=CN=CC2=CC(=C3C(=C12)C=NN3)O 7H-pyrazolo[3,4-H]Quinazolin-6-ol